(2-chloro-6-ethoxy-3-pyridinyl)methanol ClC1=NC(=CC=C1CO)OCC